(s)-1-Hydrazineylpropan N(N)CCC